FC(C(C(F)(F)F)(O)C1=CC=C(C=C1)NC(OC1=CC=CC=C1)=O)(F)F phenyl (4-(1,1,1,3,3,3-hexafluoro-2-hydroxypropan-2-yl)phenyl)carbamate